tert-butyl 4-[5-fluoro-2-(formamidocarbamoyl)-3-pyridyl]piperidine-1-carboxylate FC=1C=C(C(=NC1)C(NNC=O)=O)C1CCN(CC1)C(=O)OC(C)(C)C